FC1=CC=C(C=C1)C=1N=CN(C1C=1C=CC=2N(N1)C(=CN2)C(=O)N)CCC(C)(C)O 6-(4-(4-fluorophenyl)-1-(3-hydroxy-3-methylbutyl)-1H-imidazol-5-yl)imidazo[1,2-b]pyridazine-3-carboxamide